C(N)(=N)CC(=O)O CARBAMIMIDOYL-ACETIC ACID